BrC=1C=C(C=C2C=C(C=NC12)OC)C(F)F 8-bromo-6-(difluoromethyl)-3-methoxyquinoline